CC1=C(C=NC(=C1)C)NC1=C(C=CC=C1)[N+](=O)[O-] 4,6-dimethyl-N-(2-nitrophenyl)pyridin-3-amine